(R)-1-(5-(4-(trifluoromethyl)phenyl)-5,6,6a,7,9,10-hexahydro-8H-dipyrazino[1,2-a:2',3'-e]pyrazin-8-yl)prop-2-en-1-one FC(C1=CC=C(C=C1)N1C[C@H]2N(C3=C1N=CC=N3)CCN(C2)C(C=C)=O)(F)F